CCCCCCCCCCCCCCCCCC(C(=O)N[C@@H](CO)[C@@H]([C@@H](CCCCCCCCCCC(C)C)O)O)O The molecule is a N-acyl-4-hydroxy-15-methylhexadecasphinganine in which the acyl group has 19 carbons and 0 double bonds and is 2-hydroxylated. It derives from a 15-methylhexadecaphytosphingosine.